COC=1C(=CC2=C(NC=N2)C1)NC=1N=NC(=CC1)C (6-methoxy-1H-benzimidazol-5-yl)-(6-methylpyridazin-3-yl)amine